1-[4-(4-Fluoropiperidin-1-yl)phenyl]ethanone FC1CCN(CC1)C1=CC=C(C=C1)C(C)=O